n-Propyl-triethoxysilan C(CC)[Si](OCC)(OCC)OCC